phenyl (2-fluoro-4-(trifluoromethyl)phenyl)carbamate FC1=C(C=CC(=C1)C(F)(F)F)NC(OC1=CC=CC=C1)=O